5-bromo-6-(oxetan-3-yloxy)-1H-benzimidazole BrC1=CC2=C(NC=N2)C=C1OC1COC1